N-(5-fluoropyridin-3-yl)-3-(4-oxospiro[chromane-2,4'-piperidin]-7-yl)-1H-pyrrolo[2,3-b]pyridine-5-carboxamide FC=1C=C(C=NC1)NC(=O)C=1C=C2C(=NC1)NC=C2C2=CC=C1C(CC3(CCNCC3)OC1=C2)=O